2-(4-((R)-3-Methylmorpholinyl)-2-(1H-pyrrolo[2,3-b]pyridin-4-yl)thieno[3,2-d]pyrimidine-7-yl)-2-(methylsulfonyl)propionitrile C[C@H]1N(CCOC1)C=1C2=C(N=C(N1)C1=C3C(=NC=C1)NC=C3)C(=CS2)C(C#N)(C)S(=O)(=O)C